isonicotinic acid methyl ester-N-oxide COC(C1=CC=[N+](C=C1)[O-])=O